C(CCCCCCCCCCC)[N+](CC1=CC=CC=C1)(CC)CC N-dodecyl-N,N-diethyl-N-benzyl-ammonium